N-(2-(5-oxo-2-(((4-(trifluoromethyl)pyridin-3-yl)methyl)amino)-5,7-dihydro-6H-pyrrolo[3,4-b]pyridin-6-yl)ethyl)acetamide O=C1N(CC2=NC(=CC=C21)NCC=2C=NC=CC2C(F)(F)F)CCNC(C)=O